NC=1C=C(C(=C(C1)[C@H](C)C1=C(N=CC=2N=C(N=C(C21)N)C)N2[C@@H]1CN([C@H](C2)C1)C)F)C(F)F ((R)-1-(5-amino-3-(difluoromethyl)-2-fluorophenyl)ethyl)-2-methyl-6-((1S,4S)-5-methyl-2,5-diazabicyclo[2.2.1]heptan-2-yl)pyrido[3,4-d]pyrimidin-4-amine